tert-Butyl 4-(4-(((1RS,2S)-2-((tert-butoxycarbonyl)amino)-1-cyano-3-(1H-indol-3-yl)propyl)amino)-3-(methoxycarbonyl)phenyl)-3,6-dihydropyridine-1(2H)-carboxylate C(C)(C)(C)OC(=O)N[C@H]([C@H](C#N)NC1=C(C=C(C=C1)C=1CCN(CC1)C(=O)OC(C)(C)C)C(=O)OC)CC1=CNC2=CC=CC=C12 |&1:9|